(S)-3-(1-oxo-5-(pyrazolo[1,5-a]pyrimidin-5-yl)isoindolin-2-yl)piperidine-2,6-dione O=C1N(CC2=CC(=CC=C12)C1=NC=2N(C=C1)N=CC2)[C@@H]2C(NC(CC2)=O)=O